Cl.N1=NNC(C=C1)=O triazin-4(3H)-one hydrochloride